4-(cyclopropylamino)-6-((2-methoxy-4-(methylsulfonyl)phenyl)amino)-1H-pyrrolo[2,3-b]pyridine-3-carbonitrile C1(CC1)NC1=C2C(=NC(=C1)NC1=C(C=C(C=C1)S(=O)(=O)C)OC)NC=C2C#N